O=CC(C(=O)[O-])C1=CC=CC=C1 oxophenylpropionate